O1C(CCC1)N1C(NC(C=C1)=O)=O 1-(tetrahydrofuran-2-yl)pyrimidine-2,4(1H,3H)-dione